CC(CCN=C=O)CCN=C=O 3-methyl-1,5-diisocyanatopentane